CC(CC/C(=C/C=C/C(=C/C=C/C(=C/C=C/C=C(/C=C/C=C(/C=C/C=C(/CCC=C(C)C)\C)\C)\C)/C)/C)/C)=C(C)C 2-methyl-lycopene